CC(=O)N[C@@H]1[C@H](C[C@@](O[C@H]1[C@@H]([C@@H](CO)O)O)(C(=O)O)O[C@H]2[C@H]([C@H](O[C@H]([C@@H]2O)O[C@@H]3[C@H](O[C@H]([C@@H]([C@H]3O)NC(=O)C)O[C@H]4[C@H]([C@H](O[C@H]([C@@H]4O)O[C@@H]5[C@H](O[C@H]([C@@H]([C@H]5O)NC(=O)C)O[C@H]6[C@H]([C@H](O[C@H]([C@@H]6O)O[C@@H]7[C@H](O[C@H]([C@@H]([C@H]7O)NC(=O)C)O)CO)CO)O)CO)CO)O)CO)CO)O)O The molecule is a linear amino heptasaccharide comprising alpha-neuraminyl, beta-D-galactosyl, N-acetyl-beta-D-glucosaminyl, beta-D-galactosyl, N-acetyl-beta-D-glucosaminyl, beta-D-galactosyl and N-acetyl-beta-D-glucosamine residues connected via (2->3), (1->4), (1->3), (1->4), (1->3) and (1->4) linkages. It has a role as an epitope. It is an amino heptasaccharide and a glucosamine oligosaccharide.